N1N=NC(=C1)[S-].[Na+] Sodium 1H-1,2,3-triazole-4-thiolate